C(#N)C1=CC(=C(OCC2=CC=CC(=N2)OC2CCN(CC2)CC2=NC3=C(N2CC2=CC=NN2CC)C=CC=C3)C=C1)F 2-((4-((6-((4-cyano-2-fluorophenoxy)methyl)pyridine-2-yl)oxy)piperidin-1-yl)methyl)-1-((1-ethyl-1H-pyrazol-5-yl)methyl)-1H-benzo[d]imidazole